O1C(=NC2=NC=CC=C21)N2CCN(CC2)C(=O)C2=CC=C(C=C2)N2CC(C2)OC2=CC=CC=C2 (4-Oxazolo[4,5-b]pyridin-2-ylpiperazin-1-yl)-[4-(3-phenoxyazetidin-1-yl)phenyl]methanon